ClC1=C(C(=NN1C)C1=NOC(=C1)C)CN1C[C@@H]([C@H](C1)C)CNCCC(C)(C)C N-(((3S,4R)-1-((5-Chloro-1-methyl-3-(5-methylisoxazol-3-yl)-1H-pyrazol-4-yl)methyl)-4-methylpyrrolidin-3-yl)methyl)-3,3-dimethylbutan-1-amine